yttrium cis-vaccenate C(CCCCCCCCC\C=C/CCCCCC)(=O)[O-].[Y+3].C(CCCCCCCCC\C=C/CCCCCC)(=O)[O-].C(CCCCCCCCC\C=C/CCCCCC)(=O)[O-]